C1=CCCCCC1 Cycloheptene